FC(COC1=CC(=NC=C1)C(=O)N)F 4-(2,2-difluoroethoxy)picolinamide